6-benzylthiopurine C(C1=CC=CC=C1)SC1=C2NC=NC2=NC=N1